ClC1=C(C=CC=C1Cl)SC=1N=CC(=NC1C)NCCCN N1-(5-((2,3-dichlorophenyl)thio)-6-methylpyrazin-2-yl)propane-1,3-diamine